C(CCC)[Sn](C#CC1=CC=CC=C1)(CCCC)CCCC tributyl-(2-phenylethynyl)tin